8-[(carboxymethyl)amino]-8-oxooctanoic acid C(=O)(O)CNC(CCCCCCC(=O)O)=O